NC1=CC=C(C=C1)CCCC(=O)O 4-(4-aminophenyl)-butyric acid